COC(C=C)=O.C(=C)(Cl)Cl vinylidenechloride methylacrylate